C1(CC1)C1=C(C(=NO1)C1=C(C=CC=C1Cl)Cl)COC1CC2(C1)C[C@H]1CC[C@@H](C2)N1C1=C(C=C(C(=O)O)C=C1)F 4-{(1R,5S)-3'-[(5-cyclopropyl-3-(2,6-dichlorophenyl)isoxazol-4-yl)methoxy]-8-azaspiro[bicyclo[3.2.1]octane-3,1'-cyclobutane]-8-yl}-3-fluorobenzoic acid